C(C(C)C)N(C(CC)=O)CCC1CCNCC1 N-isobutyl-N-(2-(piperidin-4-yl)ethyl)propionamide